C(C)(C)(C)OC(=O)NC1=NN2C(N(C(C(=C2O)C(NC2CC2)=O)=O)CC(C)(C)C)=C1/C=C/C(=O)OCC Ethyl (E)-3-(2-((tert-butoxycarbonyl)amino)-6-(cyclopropylcarbamoyl)-7-hydroxy-4-neopentyl-5-oxo-4,5-dihydropyrazolo[1,5-a]pyrimidin-3-yl)acrylate